[3-(triazol-2-yl)-5-(trifluoromethyl)phenyl]methanone N=1N(N=CC1)C=1C=C(C=C(C1)C(F)(F)F)C=O